methyl 2-(6-fluorospiro[chromane-2,4'-piperidin]-1'-yl)acetate FC=1C=C2CCC3(CCN(CC3)CC(=O)OC)OC2=CC1